7-bromo-2,4-dimethylphthalazin-1-one BrC1=CC=C2C(=NN(C(C2=C1)=O)C)C